(4-chloro-2-fluorophenyl)(1-oxa-6-azaspiro[2.5]oct-6-yl)methanone ClC1=CC(=C(C=C1)C(=O)N1CCC2(CO2)CC1)F